N-(3-chloro-5-(methylsulfonamido)phenyl)-4-(5-cyano-3-((3-fluoro-5-(trifluoromethoxy)benzyl)oxy)pyridin-2-yl)-5-methylthiophene-2-carboxamide ClC=1C=C(C=C(C1)NS(=O)(=O)C)NC(=O)C=1SC(=C(C1)C1=NC=C(C=C1OCC1=CC(=CC(=C1)OC(F)(F)F)F)C#N)C